DiEthylHydroxylAmine C(C)N(O)CC